BrC=1N=C(N2C1C(N(CC2)C(=O)C2=CC=C(C=C2)F)C)C2=NC(=NS2)C (1-bromo-8-methyl-3-(3-methyl-1,2,4-thiadiazol-5-yl)-5,6-dihydroimidazo[1,5-a]pyrazin-7(8H)-yl)(4-fluorophenyl)methanone